ClC1=C(C=CC=C1)N(S(=O)(=O)C)CC1=C(C=C(C=C1)C(=O)NNC(C(F)F)=O)F N-(2-chlorophenyl)-N-(4-(2-(2,2-difluoroacetyl)hydrazine-1-carbonyl)-2-fluorobenzyl)methanesulfonamide